C(=O)O.NC1CN(CCC1)C(CNC(C1=C(C=C(C=C1)NC=1C=2N(C=CN1)C(=CN2)C=2C(=NN(C2)CC#N)C(F)(F)F)CC)=O)=O N-[2-(3-amino-1-piperidyl)-2-oxo-ethyl]-4-[[3-[1-(cyanomethyl)-3-(trifluoromethyl)pyrazol-4-yl]imidazo[1,2-a]pyrazin-8-yl]amino]-2-ethyl-benzamide formate